(S)-2-ethyl-4-(1-(4-(1-methyl-1H-1,2,3-triazol-4-yl)phenyl)ethylamino)-2,3-dihydro-1H-pyrrolo[3,4-c]pyridin-1-one C(C)N1CC=2C(=NC=CC2C1=O)N[C@@H](C)C1=CC=C(C=C1)C=1N=NN(C1)C